2,5-dichloro-6-methylnicotinic acid methyl ester COC(C1=C(N=C(C(=C1)Cl)C)Cl)=O